3-(((5-Fluoropyrimidin-2-yl)oxy)methyl)bicyclo[1.1.1]pentane-1-carboxylic acid methyl ester COC(=O)C12CC(C1)(C2)COC2=NC=C(C=N2)F